C[Si]1(CCC(CC1)NC(=O)C=1NC2=CC(=CC(=C2C1)F)F)C N-(1,1-dimethylsilinan-4-yl)-4,6-difluoro-1H-indole-2-carboxamide